2,2-dihydroxydiphenyl sulfide C1=CC=C(C(=C1)O)SC2=CC=CC=C2O